2-(5-((3-chlorophenyl)(hydroxy)methyl)-2-((S)-3-(5-fluoropyridin-2-ylamino)pyrrolidin-1-yl)phenyl)ethanol ClC=1C=C(C=CC1)C(C=1C=CC(=C(C1)CCO)N1C[C@H](CC1)NC1=NC=C(C=C1)F)O